(3R)-3-({1-cyclopentyl-5-[2-(trifluoromethyl)phenyl]-1H-pyrazol-3-yl}formamido)-4-(4-fluorophenoxy)butanoic acid C1(CCCC1)N1N=C(C=C1C1=C(C=CC=C1)C(F)(F)F)C(=O)N[C@H](CC(=O)O)COC1=CC=C(C=C1)F